FC1CCC(CCC1)O 4-fluorocycloheptanol